5-(4-bromophenyl)-2-methyl-tetrazole BrC1=CC=C(C=C1)C=1N=NN(N1)C